1-(2-(4-((2',4'-difluoro-4-methoxy-[1,1'-biphenyl]-3-yl)amino)-7-methoxyquinazoline-6-yl)-2,6-diazaspiro[3.5]nonan-6-yl)prop-2-en-1-one FC1=C(C=CC(=C1)F)C1=CC(=C(C=C1)OC)NC1=NC=NC2=CC(=C(C=C12)N1CC2(C1)CN(CCC2)C(C=C)=O)OC